ClC=1C=C(NC2(CCC3(C(CC4=CC=CC=C34)C[C@H](COC3=CC=NC=4NCCC(C34)C)C)CC2)C(=O)O)C=CC1 4-(3-Chloroanilino)-2'-{(2R)-2-methyl-3-[(5-methyl-5,6,7,8-tetrahydro-1,8-naphthyridin-4-yl)oxy]propyl}-2',3'-dihydrospiro[cyclohexane-1,1'-indene]-4-carboxylic acid